N1C[C@H](CCC1)C1CN(C1)C(=O)OC(C)(C)C tert-butyl (R)-3-(piperidin-3-yl)azetidine-1-carboxylate